methyl 3-(9-((2-butoxy-4-(((tert-butoxycarbonyl)amino)methyl)phenyl)carbamoyl)-4,5-dihydrobenzo[b]thieno[2,3-d]oxepin-8-yl)-6-(propylcarbamoyl)picolinate C(CCC)OC1=C(C=CC(=C1)CNC(=O)OC(C)(C)C)NC(=O)C1=CC2=C(OCCC3=C2SC=C3)C=C1C=1C(=NC(=CC1)C(NCCC)=O)C(=O)OC